C(C)(=O)OC1CC2CCCCC2CC1 decahydro-β-naphthyl acetate